N1=NN(C2=NC=CC=C21)C2=CC(=C(C(=O)N([C@H]1CNCCC1)C1=NC=CC3=C1C(=CS3)C)C=C2)F (R)-4-(3H-[1,2,3]triazolo[4,5-b]pyridin-3-yl)-2-fluoro-N-(3-methylthieno[3,2-c]pyridin-4-yl)-N-(piperidin-3-yl)benzamide